3,4-difluoro-N,N-dimethylbenzene-1-sulfonamide FC=1C=C(C=CC1F)S(=O)(=O)N(C)C